3-oxo-2-azabicyclo[2.2.1]Heptane O=C1NC2CCC1C2